(4-((3R,4S)-4-((5-isopropoxy-6-(1H-pyrazol-4-yl)-[1,2,4]triazolo[1,5-a]pyrazin-2-yl) amino)-3-methylpiperidin-1-yl)-4-oxobutyl) carbamate C(N)(OCCCC(=O)N1C[C@H]([C@H](CC1)NC1=NN2C(C=NC(=C2OC(C)C)C=2C=NNC2)=N1)C)=O